tris-(succinimide) nitrilotriacetate N(CC(=O)O)(CC(=O)O)CC(=O)O.C1(CCC(N1)=O)=O.C1(CCC(N1)=O)=O.C1(CCC(N1)=O)=O